(4-(1-((6-(7-oxo-2-azaspiro[3.5]nonan-2-yl)pyridin-2-yl)methyl)-1H-1,2,3-triazol-4-yl)-1H-pyrrolo[2,3-b]pyridin-6-yl)-2-methylbenzonitrile O=C1CCC2(CN(C2)C2=CC=CC(=N2)CN2N=NC(=C2)C2=C3C(=NC(=C2)C=2C(=C(C#N)C=CC2)C)NC=C3)CC1